tert-butyl 4-[4-[[(1R)-1-[3-amino-5-(trifluoromethyl)phenyl]ethyl]amino]-2-methyl-7-oxo-8H-pyrido[2,3-d]pyrimidin-6-yl]-3,6-dihydro-2H-pyridine-1-carboxylate NC=1C=C(C=C(C1)C(F)(F)F)[C@@H](C)NC=1C2=C(N=C(N1)C)NC(C(=C2)C=2CCN(CC2)C(=O)OC(C)(C)C)=O